N1N=NC2=C1C=CC(=C2)CC21CNCC1C2C(=O)N ((1H-benzo[D][1,2,3]triazol-5-yl)methyl)-3-azabicyclo[3.1.0]hexane-6-carboxamide